methyl-4-(4,4,5,5-tetramethyl-1,3,2-dioxaborolan-2-yl)aniline CNC1=CC=C(C=C1)B1OC(C(O1)(C)C)(C)C